ClC1=C(C(=CC=C1)Cl)C=1N=C2C=3C=C(C=NC3C=CN2C1CO)C=1C=NN(C1)CCC#N 3-(4-(2-(2,6-Dichlorophenyl)-3-(hydroxymethyl)imidazo[2,1-f][1,6]naphthyridin-9-yl)-1H-pyrazol-1-yl)propanenitrile